[Ca].C1(C(CCCC1)C(=O)O)C(=O)O.C1(C(CCCC1)C(=O)O)C(=O)O Dicyclohexane-1,2-dicarboxylic acid calcium